FC(C=1C=CC=2N(C1)C(=CN2)C2=CC=CC(=N2)N[C@H]2CNCC21CC1)F (R)-N-(6-(6-(difluoromethyl)imidazo[1,2-a]pyridin-3-yl)pyridin-2-yl)-5-azaspiro[2.4]heptan-7-amine